C(C)(C)N1C(C2=CC=C(C=C2C1)B(O)O)=O (2-ISOPROPYL-1-OXOISOINDOLIN-5-YL)BORONIC ACID